O1C=C(C2=C1C=CC=C2)[C@@H](C)N (R)-1-(benzofuran-3-yl)ethan-1-amine